FC1=C(C=CC(=C1)C1=NOC(=N1)C(F)(F)F)C(COCCOC)=O 1-(2-fluoro-4-(5-(trifluoromethyl)-1,2,4-oxadiazol-3-yl)phenyl)-2-(2-methoxyethoxy)ethan-1-one